hexahydro-4,8-methano-1H,3H-benzo[1,2-c:4,5-c']difuran-1,3,5,7-tetrone C1(C2C(C(O1)=O)C1C3C(C(OC3=O)=O)C2C1)=O